tris(2-methylpropene-1-yl)boroxine tert-butyl-N-[6-(dimethylphosphoryl)-4-methoxypyridin-3-yl]carbamate C(C)(C)(C)OC(NC=1C=NC(=CC1OC)P(=O)(C)C)=O.CC(=CB1OB(OB(O1)C=C(C)C)C=C(C)C)C